2-(((2,5-dioxopyrrolidin-1-yl)oxy)carbonyl)-2-(undec-10-yn-1-yl)tridecane O=C1N(C(CC1)=O)OC(=O)C(C)(CCCCCCCCCCC)CCCCCCCCCC#C